O1COC(C1)C#N dioxolane-4-nitrile